COC1(CC=C(C(C2=CC=CC=C2)(C2=CC=CC=C2)OO[C@H]2[C@H]([C@@H](O[C@@H]2CO)N2C=NC=3C(=O)NC(NC(C(C)C)=O)=NC23)O[Si](C)(C)C(C)(C)C)C=C1)OC 3'-O-(4,4-dimethoxytrityloxy)-2'-O-[(tert-butyl)dimethylsilyl]-N2-isobutyrylguanosine